OCCN1CC2=C(CC1)N=C(S2)C(=O)OCC Ethyl 5-(2-hydroxyethyl)-4,5,6,7-tetrahydrothiazolo[5,4-c]pyridine-2-carboxylate